COC1=CC=C2C(C(COC2=C1)C1=CC=CC=C1)C1=CC=C(OCCCCCN2CCN(CC2)C=2C=C3CN(C(C3=CC2)=O)C2C(NC(CC2)=O)=O)C=C1 3-(5-(4-(5-(4-(7-methoxy-3-phenylchroman-4-yl)phenoxy)pentyl)piperazin-1-yl)-1-oxoisoindolin-2-yl)piperidine-2,6-dione